CN(C(CC1=NC=C2N1C=CC=C2C)C)C N,N-dimethyl-1-(8-methylimidazo[1,5-a]pyridin-3-yl)propan-2-amine